3-((4-(5-(chlorodifluoromethyl)-1,2,4-oxadiazol-3-yl)phenyl)amino)-4-(((1-methyl-1H-1,2,4-triazol-3-yl)methyl)amino)cyclobut-3-ene-1,2-dione ClC(C1=NC(=NO1)C1=CC=C(C=C1)NC=1C(C(C1NCC1=NN(C=N1)C)=O)=O)(F)F